C(C)S(=O)(=O)OCC[C@@]1(O[C@H]([C@H]([C@@H]1O[Si](C)(C)C(C)(C)C)F)N1C(NC(C(=C1)F)=O)=O)CO[Si](C)(C)C(C)(C)C 2-[(2R,3R,4S,5R)-3-[(tert-butyldimethylsilyl) oxy]-2-{[(tert-butyldimethylsilyl) oxy]methyl}-4-fluoro-5-(5-fluoro-2,4-dioxo-3H-pyrimidin-1-yl) oxolan-2-yl]ethyl ethanesulfonate